CC1=C(C(=CC(=C1)OC1OCCCC1)C)N1CC(C1)CC1CCN(CC1)C(=O)OC(C)(C)C tert-butyl 4-[[1-(2,6-dimethyl-4-tetrahydropyran-2-yloxy-phenyl)azetidin-3-yl]methyl]piperidine-1-carboxylate